O[C@@H]1C[C@H](N(C1)C([C@H](C(C)(C)C)N=C=O)=O)C(=O)NCC1=CC=C(C=C1)C1=C(N=CS1)C (2S,4R)-4-hydroxy-1-((S)-2-isocyanato-3,3-dimethylbutyryl)-N-(4-(4-methylthiazol-5-yl)benzyl)pyrrolidine-2-carboxamide